CN1C2=C(OCC1)N=CC1=C2C=C(S1)B(O)O (1-methyl-2,3-dihydro-1H-thieno[3',2':4,5]pyrido[2,3-b][1,4]oxazin-8-yl)boronic acid